(2-(tert-butyl)-5-hydroxy-4-(2-(methyl-d3)propan-2-yl-1,1,1,3,3,3-d6)phenyl)-4-oxo-1,4-dihydroquinoline-3-carboxamide C(C)(C)(C)C1=C(C=C(C(=C1)C(C([2H])([2H])[2H])(C([2H])([2H])[2H])C([2H])([2H])[2H])O)N1C=C(C(C2=CC=CC=C12)=O)C(=O)N